3-((7-Bromo-3-(N-cyclopropylaminosulfonyl)-5-fluoroquinolin-4-yl)amino)-5-(3,5-difluorophenoxy)benzoic acid BrC1=CC(=C2C(=C(C=NC2=C1)S(=O)(=O)NC1CC1)NC=1C=C(C(=O)O)C=C(C1)OC1=CC(=CC(=C1)F)F)F